3''-(tert-butyl)-4'-(2-hydroxyethoxy)-4''-(pyrrolidin-1-yl)-[1,1':3',1''-terphenyl]-4-carbonitrile C(C)(C)(C)C=1C=C(C=CC1N1CCCC1)C=1C=C(C=CC1OCCO)C1=CC=C(C=C1)C#N